CC1CN(S(O1)(=O)=O)C(=O)OC(C)(C)C tert-butyl 5-methyl-1,2,3-oxathiazolidine-3-carboxylate 2,2-dioxide